C(C)OC(=O)C1CN(CC1C1=C(C2=C(NC(=N2)[C@H](C2CCC(CC2)C)N)C=C1)F)S(=O)(=O)C 4-{2-[(S)-amino(4-methylcyclohexyl)methyl]-4-fluoro-1H-benzimidazol-5-yl}-1-(methylsulfonyl)pyrrolidine-3-carboxylic acid ethyl ester